[NH4+].CC=1C(=C(C=2CC3=CC=CC=C3C2C1)O)C dimethyl-fluorenol ammonium